C(CCCCCCC)OS(=O)(=O)[O-].C(CCC)N1C=[N+](C=C1)C 1-Butyl-3-methylimidazolium octyl-sulfate